BrC1=C(C(=CC=C1)C(F)(F)F)OC 1-bromo-2-methoxy-3-(trifluoromethyl)benzene